6-((5-((3S,4S)-4-amino-3-methyl-2-oxa-8-azaspiro[4.5]decan-8-yl)pyrazin-2-yl)thio)-5-chloro-3-((tetrahydrofuran-2-yl)methyl)quinazolin-4(3H)-one N[C@@H]1[C@@H](OCC12CCN(CC2)C=2N=CC(=NC2)SC=2C(=C1C(N(C=NC1=CC2)CC2OCCC2)=O)Cl)C